C(#N)[C@H](C)NC(C1=CC=C(C=C1)C1=NC(=NC=C1C)NC=1C=NN(C1)CCO)=O (S)-N-(1-cyanoethyl)-4-(2-((1-(2-hydroxyethyl)-1H-pyrazol-4-yl)amino)-5-methylpyrimidin-4-yl)benzamide